rac-(5aR,6S,7S,8R,8aS)-7-((tert-butylamino)methyl)-5a-(4-cyanophenyl)-8,8a-dihydroxy-1-methoxy-6-phenyl-5a,7,8,8a-tetrahydro-6H-cyclopenta[4,5]furo[3,2-c]pyridine-3-carbonitrile C(C)(C)(C)NC[C@@H]1[C@H]([C@]2([C@](C=3C(=NC(=CC3O2)C#N)OC)([C@@H]1O)O)C1=CC=C(C=C1)C#N)C1=CC=CC=C1 |r|